6-fluoro-4-oxo-1-phenylquinoline-3-carboxylic acid FC=1C=C2C(C(=CN(C2=CC1)C1=CC=CC=C1)C(=O)O)=O